tert-butyl ((3S,5S)-5-hydroxy-1-(2-(6-(trifluoromethyl)imidazo[1,2-a]pyridin-3-yl)pyrimidin-4-yl)piperidin-3-yl)carbamate O[C@H]1C[C@@H](CN(C1)C1=NC(=NC=C1)C1=CN=C2N1C=C(C=C2)C(F)(F)F)NC(OC(C)(C)C)=O